C(CCC)N1C(=C(C(C=C1C)=O)O)CNC(C1=CC(=CC=C1)OC)=O N-((1-butyl-3-hydroxy-6-methyl-4-oxo-1,4-dihydropyridin-2-yl)methyl)-3-methoxybenzamide